ClC1=C(C(=C(C=C1OC)OC)Cl)NC(N(C)C1=NC=NC(=C1)NC1=CC=C(C=C1)N1CCN(CC1)CC)=O 3-(2,6-dichloro-3,5-dimethoxy-phenyl)-1-{6-[4-(4-ethyl-piperazin-1-yl)-anilino]-pyrimidin-4-yl}-1-methyl-urea